(3,5-dimethoxyphenyl)boric acid COC=1C=C(C=C(C1)OC)OB(O)O